FC1=CN=C2C=CC(=NC2=C1C=1C(=NN(C1)C)C1=NC=C(C=C1)F)OC 7-Fluoro-8-[3-(5-fluoro-2-pyridyl)-1-methyl-pyrazol-4-yl]-2-methoxy-1,5-naphthyridine